(S)-4-((dimethylamino)methyl)-N'-((1,2,3,5,6,7-hexahydro-s-indacen-4-yl)carbamoyl)-2-methoxybenzene-sulfonimidamide CN(C)CC1=CC(=C(C=C1)[S@](=O)(N)=NC(NC1=C2CCCC2=CC=2CCCC12)=O)OC